methyl (S)-3-(4-((tert-butoxycarbonyl) (furan-2-ylmethyl) amino)-2-chloro-7-methylthieno[3,2-d]Pyrimidin-6-yl)-2-methylpropionate C(C)(C)(C)OC(=O)N(C=1C2=C(N=C(N1)Cl)C(=C(S2)C[C@@H](C(=O)OC)C)C)CC=2OC=CC2